O=C1N(C(C2=CC=CC=C12)=O)CCS(=O)(=O)NC 2-(1,3-dioxoisoindolin-2-yl)-N-methylethylsulfonamide